6-((4-cyano-2-fluorobenzyl)oxy)pyridine C(#N)C1=CC(=C(COC2=CC=CC=N2)C=C1)F